O[C@@H](CCC(C)C)[C@@H](C)[C@H]1CC[C@H]2[C@@H]3CC=C4C[C@@H](O)CC[C@]4(C)[C@H]3CC[C@]12C 22(S)-hydroxycholesterol